((6-amino-2-(3-chlorophenyl)-5-(2-methoxyphenoxy)pyrimidin-4-yl)oxy)ethan-1-ol NC1=C(C(=NC(=N1)C1=CC(=CC=C1)Cl)OC(C)O)OC1=C(C=CC=C1)OC